N-(2-ethylhexyl)-2-(3,4,5-trimethoxyphenyl)-3,5,7-trimethoxyquinolin-4-one C(C)C(CN1C(=C(C(C2=C(C=C(C=C12)OC)OC)=O)OC)C1=CC(=C(C(=C1)OC)OC)OC)CCCC